5-Phenyl-2-(p-tolyl)-4-(trifluoromethyl)-5H-indeno[1,2-b]pyridine C1(=CC=CC=C1)C1C2=CC=CC=C2C2=NC(=CC(=C21)C(F)(F)F)C2=CC=C(C=C2)C